1-((2-oxo-1-(2-(4-(piperidin-4-ylmethyl)piperidin-1-yl)ethyl)-1,2-dihydropyridin-3-yl)methyl)dihydropyrimidine-2,4(1H,3H)-dione O=C1N(C=CC=C1CN1C(NC(CC1)=O)=O)CCN1CCC(CC1)CC1CCNCC1